COC=1C(=CC2=CN(N=C2C1)C1CCN(CC1)C1CN(C1)C(=O)OC(C)(C)C)NC(C1=NC(=CC=C1)C(F)(F)F)=O Tert-butyl 3-(4-(6-methoxy-5-(6-(trifluoromethyl)picolinamido)-2H-indazol-2-yl)piperidin-1-yl)azetidine-1-carboxylate